p-nitrobenzoate [N+](=O)([O-])C1=CC=C(C(=O)[O-])C=C1